N,N'-bis(phenyl)benzidine C1(=CC=CC=C1)NC1=CC=C(C=C1)C1=CC=C(NC2=CC=CC=C2)C=C1